N-[4-[[4-[(Cyclohexylsulfonylamino)methyl]triazol-1-yl]methyl]phenyl]-2-(hydroxycarbamoyl)-4-methyl-pentanamide C1(CCCCC1)S(=O)(=O)NCC=1N=NN(C1)CC1=CC=C(C=C1)NC(C(CC(C)C)C(NO)=O)=O